4-(6-(6-((3-Fluoro-5-methoxypyridin-2-yl)methyl)-3,6-diazabicyclo[3.1.1]hept-3-yl)pyridin-3-yl)-6-(2-hydroxy-2-methylpropyloxy)pyrazolo[1,5-a]pyridine-3-carbonitrile FC=1C(=NC=C(C1)OC)CN1C2CN(CC1C2)C2=CC=C(C=N2)C=2C=1N(C=C(C2)OCC(C)(C)O)N=CC1C#N